C1(=CC=CC=C1)C(=CC1=CC=C(C=C1)C1=CC=C(C=C1)C=C(C1=CC=CC=C1)C1=CC=CC=C1)C1=CC=CC=C1 bis(2,2'-diphenylvinyl)1,1'-biphenyl